sodium ethylenediamine oxalate C(C(=O)[O-])(=O)[O-].C(CN)N.[Na+].[Na+]